2-METHOXYMETHYLPHENYLBORONIC ACID COCC1=C(C=CC=C1)B(O)O